3,5-difluorophenoxide FC=1C=C([O-])C=C(C1)F